diisopropylbenzene bromide [Br-].C(C)(C)C1=C(C=CC=C1)C(C)C